P(=O)([O-])OP(=O)[O-] Diphosphonate